C(C=C)(=O)NCCC[Si](OC)(OC)OC acrylamidopropyl(trimethoxy)silane